N(=[N+]=[N-])C1=CC=C(C=C1)C=1NC2=CC=CC=C2C1C(C[N+](=O)[O-])C1=CC=C(C=C1)N=[N+]=[N-] 2-(4-azidophenyl)-3-(1-(4-azidophenyl)-2-nitroethyl)-1H-indole